C1(CC1)C=1C=CC(=C(C1)C1=C(C=NC(=C1)C)C(=O)OC)OC methyl 4-(5-cyclopropyl-2-methoxyphenyl)-6-methylpyridine-3-carboxylate